2-chloro-3-(methoxycarbonyl)-5-methylpyridine 1-oxide ClC1=[N+](C=C(C=C1C(=O)OC)C)[O-]